OC1(CN(C1)C(=O)C=1N=NC(=C(C1)C)N1CC=2C=C(C=NC2CC1)N1C[C@H](OCC1)C)C (R)-(3-hydroxy-3-methylazetidin-1-yl)(5-methyl-6-(3-(2-methylmorpholino)-7,8-dihydro-1,6-naphthyridin-6(5H)-yl)pyridazin-3-yl)methanone